gold platinum-boron [B].[Pt].[Au]